4-(4-([1,2,4]Triazolo[4,3-a]pyridin-8-yl)phenyl)-N-(2-ethynyl-thiazol-4-yl)-piperazine-1-carboxamide N=1N=CN2C1C(=CC=C2)C2=CC=C(C=C2)N2CCN(CC2)C(=O)NC=2N=C(SC2)C#C